C(=O)(OC(C)(C)C)N1C[C@H](CCC1)CN (R)-1-Boc-3-aminomethylpiperidine